1-(4-bromophenyl)hexane BrC1=CC=C(C=C1)CCCCCC